p-trifluoromethylbenzaldehyde-O-2-tetrahydrofuranyl oxime O1C(CCC1)ON=CC1=CC=C(C=C1)C(F)(F)F